6-azidosulfonylhexyl-(triethoxy)silane N(=[N+]=[N-])S(=O)(=O)CCCCCC[Si](OCC)(OCC)OCC